[2-chloro-4-[[3-[1-[(1-methylpyrazol-3-yl)methyl]-3-(trifluoromethyl)pyrazol-4-yl]imidazo[1,2-a]pyrazin-8-yl]amino]phenyl]-piperazin-1-ylmethanone ClC1=C(C=CC(=C1)NC=1C=2N(C=CN1)C(=CN2)C=2C(=NN(C2)CC2=NN(C=C2)C)C(F)(F)F)C(=O)N2CCNCC2